C(C)N1C2=CC=C(C=C2C=2C=CC=CC12)C(C1=C(C(=C(C=C1)C1OCCCC1)OC)C)=O 9-ethyl-6-(2-methyl-4-tetrahydropyranyl-methoxybenzoyl)-9H-carbazole